5-(2,2-difluorovinyl)-5,9,11-trimethylindolo[2,1-a]isoquinolin-6(5H)-one FC(=CC1(C(N2C(C=3C=CC=CC13)=CC=1C(=CC(=CC12)C)C)=O)C)F